S1C=NC2=C1C=C(C=C2)N2C(NC13C(ON=C(C1=C2)Cl)CCNC=C3)=O 3-(benzo[d]thiazol-6-yl)-5-chloro-9,10-dihydro-3H-7-oxa-1,3,6,10-tetraazacyclohepta[d]naphthalen-2(8H)-one